Tert-butyl (14-hydroxy-3,6,9,12-tetraoxatetradecyl)carbamate OCCOCCOCCOCCOCCNC(OC(C)(C)C)=O